((2R)-4-(((1R,3S,5R)-adamantan-2-yl)methyl)-2-(2-isopropylphenyl)piperazin-1-yl)-7-azaspiro[3.5]Nonane C12C(C3CC(CC(C1)C3)C2)CN2C[C@H](N(CC2)C2CCC23CCNCC3)C3=C(C=CC=C3)C(C)C